N-(1-(2-(((1H-pyrrolo[3,2-c]pyridin-2-yl)methyl)amino)-2-oxoethyl)-6-oxo-2-phenyl-1,6-dihydropyrimidin-5-yl)-5-phenyl-1,2,4-oxadiazole-3-carboxamide N1C(=CC=2C=NC=CC21)CNC(CN2C(=NC=C(C2=O)NC(=O)C2=NOC(=N2)C2=CC=CC=C2)C2=CC=CC=C2)=O